C(#CC)C(C(=O)O)=C.C(C=C)(=O)OC#CC propynyl acrylate (propynyl acrylate)